2-bromo-5-((2-chloropyridin-4-yl)oxy)-4-phenylthiazole BrC=1SC(=C(N1)C1=CC=CC=C1)OC1=CC(=NC=C1)Cl